N-({4-chloro-1H,3H-furo[3,4-c]quinolin-7-yl}methyl)-N-(2-methoxypyridin-3-yl)-6-(trifluoromethyl)pyridine-3-carboxamide ClC1=NC=2C=C(C=CC2C2=C1COC2)CN(C(=O)C=2C=NC(=CC2)C(F)(F)F)C=2C(=NC=CC2)OC